[Li].P(=O)([O-])([O-])[O-].[Fe+3].[Li] lithium ferric phosphate lithium